(hydroxyphenyl)acrylamide OC1=C(C=CC=C1)C(C(=O)N)=C